ClC1=CC=C(C(=O)C2CC(N(CC2)C(=O)[O-])(C)C)C=C1 4-(4-chlorobenzoyl)-2,2-dimethylpiperidine-1-carboxylate